S1C=C(C=C1)C(=O)OC methyl thiophen-3-carboxylate